2-(2,6-dicyclopropylphenyl)-N-(5-(2-hydroxypropan-2-yl)thiazol-2-ylsulfonyl)acetamide methyl-{4-[5-(trifluoromethyl)-1,2,4-oxadiazol-3-yl]phenyl}carbamate CN(C(O)=O)C1=CC=C(C=C1)C1=NOC(=N1)C(F)(F)F.C1(CC1)C1=C(C(=CC=C1)C1CC1)CC(=O)NS(=O)(=O)C=1SC(=CN1)C(C)(C)O